FC(C(F)(F)C(C(COCC(C(C(C(C(F)(F)F)(F)F)(F)F)(F)F)(F)F)(F)F)(F)F)(C(F)(F)F)F heptafluoropropyl-2,2,3,3-tetrafluoropropyl ether